C(C1=CC=CC=C1)OC(=O)N1C[C@H](CC=CC1)NC(=O)OCC1=CC=CC=C1 (S)-3-(((benzyloxy)carbonyl)amino)-2,3,4,7-tetrahydro-1H-azepine-1-carboxylic acid benzyl ester